4-(3-fluoro-4-hydroxy-5-methoxybenzylidene)-1-methyl-2-((E)-2-nitrovinyl)-1H-imidazol-5(4H)-one FC=1C=C(C=C2N=C(N(C2=O)C)\C=C\[N+](=O)[O-])C=C(C1O)OC